C1(=CC=CC=C1)C1(CC(=NO1)C(=O)OCCC)C1=CC=CC=C1 n-propyl 5,5-diphenyl-2-isoxazolinecarboxylate